Cl.FC1CNC1 3-Fluoroazetidine-hydrochloride